C(C1=CC=CC=C1)OC(C([2H])([2H])ON1C(C2=CC=CC=C2C1=O)=O)=O ((1,3-dioxoisoindolin-2-yl)oxy)-2,2-dideuteroacetic acid benzyl ester